ethyl 1-(3-bromo-2-fluorophenyl)-3-methyl-1H-1,2,4-triazole-5-carboxylate BrC=1C(=C(C=CC1)N1N=C(N=C1C(=O)OCC)C)F